CCCC(C)C isohex-ane